CCCC[C@@H](C)[C@H]([C@H](C[C@@H](C)C[C@@H](CCCC[C@H](C[C@@H]([C@H](C)[NH3+])O)O)O)OC(=O)C[C@@H](CC(=O)[O-])C(=O)[O-])OC(=O)C[C@@H](CC(=O)[O-])C(=O)[O-] The molecule is a tetracarboxylic acid anion resulting from the protonation of the amino group and the deprotonation of all four carboxy groups of fumonisin B1. This is the major species at pH 7.3. It is an ammonium ion derivative and a tetracarboxylic acid anion. It is a conjugate base of a fumonisin B1.